5-Formyl-4-methyl-1H-indole-2-carbonitril C(=O)C=1C(=C2C=C(NC2=CC1)C#N)C